(4-(2-aminomethyl-3-fluoroallyloxy)phenyl)-(5-chloroisoindolin-2-yl)-methanone trifluoroacetate FC(C(=O)O)(F)F.NCC(COC1=CC=C(C=C1)C(=O)N1CC2=CC=C(C=C2C1)Cl)=CF